2-{[(αR)-6-[4-(2-cyclohexylethyl)-2,5-dioxoimidazolidin-1-yl]spiro-[3.3]heptan-2-yl]-oxy}pyridine-3-carboxamide C1(CCCCC1)CCC1NC(N(C1=O)C1CC2(CC(C2)OC2=NC=CC=C2C(=O)N)C1)=O